FC(C1=NC(=CC(=N1)N1[C@@H]([C@@H](C1)N1CCN(CC1)C(=O)OC(C)(C)C)C)N1CCC2(C(=CCO2)C)CC1)F tert-butyl 4-((2R,3R)-1-(2-(difluoromethyl)-6-(4-methyl-1-oxa-8-azaspiro[4.5]dec-3-en-8-yl)pyrimidin-4-yl)-2-methylazetidin-3-yl)piperazine-1-carboxylate